C(CC)O[C@]1([C@]2([C@]34C=5C(=C(C=CC5C[C@H]([C@@H]3C=C1)N(C)CC4)O)O2)OCCC)O dipropoxymorphine